FC(OC1=C(C=CC(=C1)F)[C@@H]1[C@H](O[C@@]([C@H]1C)(C(F)(F)F)C)C(=O)NC1=CC(=NC=C1)C(=O)NC)F (2S,3R,4S,5S)-4-[[3-[2-(difluoromethoxy)-4-fluoro-phenyl]-4,5-dimethyl-5-(trifluoromethyl)tetrahydrofuran-2-carbonyl]amino]-N-methyl-pyridine-2-carboxamide